S1(C2=C(OC3(CN1)CCC3)N=CC=C2)(=O)=O 2',3'-Dihydrospiro[cyclobutane-1,4'-pyrido[2,3-b][1,4,5]oxathiazepine] 1',1'-dioxide